O=C([C@@H](C)NC(OC(C)(C)C)=O)NC1CCC=2C1=NNC(C2C(F)(F)F)=O tert-butyl ((2R)-1-oxo-1-((3-oxo-4-(trifluoromethyl)-3,5,6,7-tetrahydro-2H-cyclopenta[c]pyridazin-7-yl)amino)propan-2-yl)carbamate